ClC1=C(C(=O)NC)C=CC=C1C=1N(C2=NC=NC(=C2N1)OC1(CC1)C)CC1=NC=CC(=C1)C 2-chloro-N-methyl-3-(6-(1-methylcyclopropoxy)-9-((4-methylpyridin-2-yl)methyl)-9H-purin-8-yl)benzamide